COC1=CC=C(C=C1)C(=CCCC1=CC=CC=C1)C 1-methoxy-4-(1-phenethylprop-1-en-2-yl)benzene